2-[3-dodecyl-5-methyl-2-hydroxyphenyl]-benzotriazole methyl-3-[3-(2H-benzotriazol-2-yl)-5-t-butyl-4-hydroxyphenyl]propionate COC(CCC1=CC(=C(C(=C1)C(C)(C)C)O)N1N=C2C(=N1)C=CC=C2)=O.C(CCCCCCCCCCC)C=2C(=C(C=C(C2)C)N2N=C1C(=N2)C=CC=C1)O